[2-(4,6-dimethoxypyrimidin-5-yl)-5H-pyrrolo[3,2-d]pyrimidin-7-yl]-[4-[1-methyl-4-(trifluoromethyl)imidazol-2-yl]phenyl]methanol COC1=NC=NC(=C1C=1N=CC2=C(N1)C(=CN2)C(O)C2=CC=C(C=C2)C=2N(C=C(N2)C(F)(F)F)C)OC